[3-[[2-Fluoro-4-(trifluoromethyl)phenyl]methoxy]azetidin-1-yl]-[rac-(5aR,8aS)-4,5,5a,6,8,8a-hexahydro-1H-pyrrolo[3,4-g]indazol-7-yl]methanone FC1=C(C=CC(=C1)C(F)(F)F)COC1CN(C1)C(=O)N1C[C@@H]2CCC=3C=NNC3[C@@H]2C1 |r|